7-((4-chlorobenzyl)oxy)chromane-2-carboxylic acid ClC1=CC=C(COC2=CC=C3CCC(OC3=C2)C(=O)O)C=C1